1-[4-[[5-[2-(2-pyridylamino)pyrimidin-5-yl]-3-pyridyl]amino]-1-piperidyl]prop-2-en-1-one N1=C(C=CC=C1)NC1=NC=C(C=N1)C=1C=C(C=NC1)NC1CCN(CC1)C(C=C)=O